COC1=CC=C(C=C1)CCNCC1=CC(=NC=C1)N1CCCCC1 2-(4-methoxyphenyl)-N-[[2-(1-piperidinyl)-4-pyridinyl]methyl]ethylamine